CN1CCCC2=CC=C3C(=C12)C=C(N3)C=O (1-methyl-2,3,4,7-tetrahydro-1H-pyrrolo[2,3-H]quinolin-8-yl)methanone